C(#N)C12CC(C1)(C2)N2C(N1[C@@H](CNCC1)C2)=O (S)-2-(3-cyanobicyclo[1.1.1]pentan-1-yl)-3-oxohexahydroimidazo[1,5-a]pyrazin